tert-Butyl 7'-(Benzylamino)spiro[azetidine-3,2'-chroman]-1-carboxylate C(C1=CC=CC=C1)NC1=CC=C2CCC3(OC2=C1)CN(C3)C(=O)OC(C)(C)C